1-[4-(2-hydroxy-ethoxy)-phenyl]-ethanone OCCOC1=CC=C(C=C1)C(C)=O